pentaphenyl(di-tert-butylphosphino)ferrocene C1(=CC=CC=C1)[C-]1C=CC=C1.C(C)(C)(C)P(C(C)(C)C)[C-]1C(=C(C(=C1C1=CC=CC=C1)C1=CC=CC=C1)C1=CC=CC=C1)C1=CC=CC=C1.[Fe+2]